ClC1=CC=C2C(N(C=NC2=C1)CC1(CCN(CC12CCCC2)C([C@@H](CC(F)(F)F)C)=O)O)=O 7-Chloro-3-((10-hydroxy-7-((R)-4,4,4-trifluoro-2-methylbutanoyl)-7-azaspiro[4.5]decan-10-yl)methyl)quinazolin-4(3H)-one